8'-chloro-1'-(trans-4-ethoxy-4-ethylcyclohexyl)-4'H,6'H-spiro[1,3-dioxolane-2,5'-[1,2,4]triazolo[4,3-a][1]benzazepine] ClC=1C=CC2=C(CC3(CC=4N2C(=NN4)C4CCC(CC4)(CC)OCC)OCCO3)C1